C(OC=1C(=NC=CC1OC)C(N[C@H](C(=O)N[C@H](C(C1=CC=C(C=C1)C)C1=CC=C(C=C1)C)C)C)=O)(OCC)=O 2-(((S)-1-(((S)-1,1-bis(4-methylphenyl)propan-2-yl)amino)-1-oxopropan-2-yl)carbamoyl)-4-methoxypyridin-3-yl ethyl carbonate